2-ethoxy-1-(1-(3-methoxypropyl)-2,5-dimethyl-1H-pyrrol-3-yl)prop-2-en-1-one C(C)OC(C(=O)C1=C(N(C(=C1)C)CCCOC)C)=C